3-[2-(2-Aminoethoxy)ethoxy[propyl]-3-methyl-2-oxo-benzimidazol-1-yl]piperidine-2,6-dione NCCOCCOC1=C(C2=C(N(C(N2C)=O)C2C(NC(CC2)=O)=O)C=C1)CCC